ClCC(=O)C=1NC=CC1 2-chloro-1-(1H-pyrrol-2-yl)ethan-1-one